methyl (2-acetamido-2-methylpropyl)(1-(4-fluoro-3-(trifluoromethyl)phenyl)cyclopropyl)carbamate C(C)(=O)NC(CN(C(OC)=O)C1(CC1)C1=CC(=C(C=C1)F)C(F)(F)F)(C)C